FC=1C(=C(C=CC1F)[C@@H]1[C@H](O[C@@H]([C@H]1C)C)C(=O)NC1=CC(=NC=C1)C(=O)N)OC (2S,3R,4S,5R)-4-[[3-(3,4-difluoro-2-methoxy-phenyl)-4,5-dimethyl-tetrahydrofuran-2-carbonyl]amino]pyridine-2-carboxamide